NC=1C=C(C=CC1)C=1N=NN2C1CN(CC2)C(=O)OC(C)(C)C tert-Butyl 3-(3-aminophenyl)-6,7-dihydro-[1,2,3]triazolo[1,5-a]pyrazine-5(4H)-carboxylate